9-phenyl-3-[4-(10-phenyl-9-anthryl)phenyl]benzo[b]naphtho[1,2-d]furan C1(=CC=CC=C1)C=1C=CC2=C(OC3=C2C=2C=CC(=CC2C=C3)C3=CC=C(C=C3)C=3C2=CC=CC=C2C(=C2C=CC=CC32)C3=CC=CC=C3)C1